(4-(3,4-dimethoxyphenoxy)phenyl)-7-methoxy-6-(3-morpholinopropoxy)quinazolin-4-amine COC=1C=C(OC2=CC=C(C=C2)C2=NC3=CC(=C(C=C3C(=N2)N)OCCCN2CCOCC2)OC)C=CC1OC